iso-octanate C(CCCCC(C)C)(=O)[O-]